(1R,4s)-4-Hydroxy-4-((S)-5H-imidazo[5,1-a]isoindol-5-yl)cyclohexan-1-carboxamid OC1(CCC(CC1)C(=O)N)[C@H]1N2C(C3=CC=CC=C13)=CN=C2